tert-butyl N-[(3R)-1-{4-[({4-[4-(morpholin-4-yl)-7-{[2-(trimethylsilyl)ethoxy]methyl}-7H-pyrrolo[2,3-d]pyrimidin-6-yl]phenyl}sulfamoyl)methyl]phenyl}pyrrolidin-3-yl]carbamate N1(CCOCC1)C=1C2=C(N=CN1)N(C(=C2)C2=CC=C(C=C2)NS(=O)(=O)CC2=CC=C(C=C2)N2C[C@@H](CC2)NC(OC(C)(C)C)=O)COCC[Si](C)(C)C